2-[4-(4-chlorophenyl)-5-(4-pyridinyl)imidazol-1-yl]acetic acid ClC1=CC=C(C=C1)C=1N=CN(C1C1=CC=NC=C1)CC(=O)O